rac-4'-chloro-5-fluoro-N-{[4-(1-fluorocyclopropyl)-2,5-dioxoimidazolidin-4-yl]methyl}[biphenyl]-2-carboxamide ClC1=CC=C(C=C1)C=1C(=CC=C(C1)F)C(=O)NC[C@]1(NC(NC1=O)=O)C1(CC1)F |r|